CC1(C(CC1=O)NC(OC(C)(C)C)=O)C tert-butyl (2,2-dimethyl-3-oxocyclobutyl)carbamate